OCC(CO)(N)CO 1,3-Dihydroxy-2-(hydroxymethyl)propan-2-amine